C1(CCCCC(=O)O1)=O adipic acid, (anhydride)